C1(CC1)C=1N=CC=2C=C3C(=C(C2C1)S(=O)(=O)NCC(C)(C)F)CC(C3)NC=3C=NC(=CC3)N3CC(C3)(C)O 3-cyclopropyl-N-(2-fluoro-2-methylpropyl)-7-[[6-(3-hydroxy-3-methylazetidin-1-yl)pyridin-3-yl]amino]-7,8-dihydro-6H-cyclopenta[g]isoquinoline-5-sulfonamide